(R)-tert-butyl 3-aminopyrrolidine-1-carboxylate hydrochloride Cl.N[C@H]1CN(CC1)C(=O)OC(C)(C)C